C(C1=CC=CC=C1)(C1=CC=CC=C1)N1CCN(CCC1)CC=1C=C2CN(C(C2=CC1)=O)N1C(NC(CC1)=O)=O 1-(5-((4-benzhydryl-1,4-diazepan-1-yl)methyl)-1-oxoisoindolin-2-yl)dihydropyrimidine-2,4(1h,3h)-dione